(R)-1-(2-vinylpyridin-3-yl)ethyl (1-methyl-4-(6-methyl-5-(methylsulfonamido) pyridin-2-yl)-1H-1,2,3-triazol-5-yl)carbamate CN1N=NC(=C1NC(O[C@H](C)C=1C(=NC=CC1)C=C)=O)C1=NC(=C(C=C1)NS(=O)(=O)C)C